N-(5-((6-((R)-3-(3-fluorophenyl)isoxazolidine-2-yl)pyrimidine-4-yl)amino)-4-methoxy-2-(4-methylpiperazine-1-yl)phenyl)acrylamide FC=1C=C(C=CC1)[C@@H]1N(OCC1)C1=CC(=NC=N1)NC=1C(=CC(=C(C1)NC(C=C)=O)N1CCN(CC1)C)OC